C(=C)OC1=C(C=CC=C1)S(=O)(=O)N 2-(vinyloxy)benzenesulfonamide